(1RS)-2-amino-1-cyclopentylethanol hydrochloride Cl.NC[C@H](O)C1CCCC1 |r|